CN(CCC1(CC=C(C=C1)NC=1N=C(C2=C(N1)NC=C2)OC2=CC(=CC=C2)[N+](=O)[O-])NC)C 1-(2-(dimethylamino)ethyl)-N1-methyl-N4-(4-(3-nitrophenoxy)-7H-pyrrolo[2,3-d]pyrimidin-2-yl)benzene-1,4-diamine